tetrahydro-N,N-dimethyl-5,5-diphenyl-3-furanmethanamine CN(CC1COC(C1)(C1=CC=CC=C1)C1=CC=CC=C1)C